2-(2-fluoro-4-((((1R,2R)-2-(1-(5-(methoxymethyl)pyrimidin-2-yl)piperidin-4-yl)cyclopropyl)methoxy)methyl)phenyl)acetic acid FC1=C(C=CC(=C1)COC[C@H]1[C@H](C1)C1CCN(CC1)C1=NC=C(C=N1)COC)CC(=O)O